FC(CCC(=O)N1[C@@H]2CN([C@H](C1)C2)C2=NC=C(C#N)C=C2)(C2=CC(=NC=C2)OC)F 6-((1S,4S)-5-(4,4-difluoro-4-(2-methoxypyridin-4-yl)butanoyl)-2,5-diazabicyclo[2.2.1]heptan-2-yl)nicotinonitrile